3-(1-oxo-6-(7-oxo-7-(4-(pyridin-2-yl)piperidin-1-yl)heptyl)isoindolin-2-yl)piperidine-2,6-dione O=C1N(CC2=CC=C(C=C12)CCCCCCC(N1CCC(CC1)C1=NC=CC=C1)=O)C1C(NC(CC1)=O)=O